2-(4-(4-amino-7-((trans)-4-(4-methylpiperazin-1-yl)cyclohexyl)-7H-pyrrolo[2,3-d]pyrimidin-5-yl)phenoxy)benzonitrile NC=1C2=C(N=CN1)N(C=C2C2=CC=C(OC1=C(C#N)C=CC=C1)C=C2)[C@@H]2CC[C@H](CC2)N2CCN(CC2)C